C1(CC1)C=1N=C(SC1[N+](=O)[O-])NC(=O)C1=CC=CC=C1C1=CC=CC=C1 6-((4-cyclopropyl-5-nitrothiazol-2-yl)carbamoyl)-[1,1'-biphenyl]